C1C(CC2CCCC12)C(=O)O octahydropentalene-2-carboxylic acid